dioctyl methyladipate CC(C(=O)OCCCCCCCC)CCCC(=O)OCCCCCCCC